C(C)(C)(C)OC(=O)N1C[C@H]([C@@H](C1)C=1SC=CN1)C(NC1=C2C=CN=CC2=CC=C1)=O (3S,4S)-4-(1,3-thiazol-2-yl)-3-(isoquinolin-5-ylcarbamoyl)pyrrolidine-1-carboxylic acid tert-butyl ester